[2-[6-chloro-8-[2-(2,2,2-trifluoroethoxy)phenyl]imidazo[1,2-a]pyridin-2-yl]-4-methyl-5H-oxazol-4-yl]methanol ClC=1C=C(C=2N(C1)C=C(N2)C=2OCC(N2)(C)CO)C2=C(C=CC=C2)OCC(F)(F)F